C1(CC1)CN1CC[C@]23CCN(CC[C@]2([C@H]1CC1=CC=C(C=C13)O)O)C(CCN1N=CC=C1)=O 1-((5aS,6R,11bR)-14-(cyclopropylmethyl)-5a,10-dihydroxy-1,2,5,5a,6,7-hexahydro-6,11b-(epiminoethano)naphtho[1,2-d]azepin-3(4H)-yl)-3-(1H-pyrazol-1-yl)propan-1-one